(methyl-d3)-[1,2,4]triazolo[4,3-a]pyrimidin-3(2H)-one C([2H])([2H])([2H])N1N=C2N(C=CC=N2)C1=O